5-((4-(S-methylsulfonimidoyl)benzyl)oxy)-2-((5-(trifluoromethyl)isoindolin-2-yl)methyl)-4H-pyran-4-one CS(=O)(=N)C1=CC=C(COC=2C(C=C(OC2)CN2CC3=CC=C(C=C3C2)C(F)(F)F)=O)C=C1